1-[5-[(4-anilino-5-methyl-pyrimidin-2-yl)amino]-2-bromo-phenyl]ethanone N(C1=CC=CC=C1)C1=NC(=NC=C1C)NC=1C=CC(=C(C1)C(C)=O)Br